Platinum-Ruthenium-Iridium [Ir].[Ru].[Pt]